calcium strontium magnesium [Mg].[Sr].[Ca]